C(C)[N+](S(=O)(=O)[NH-])(CC)CC [(triethylazaniumyl)sulfonyl]azanide